C(CCC)OS(=O)(=O)C(F)(F)F butyltrifluoromethanesulfonate